3-(5-(3-cyano-6-(2-morpholinylethoxy)pyrazolo[1,5-a]pyridin-4-yl)pyridin-2-yl)-3,6-diazabicyclo[3.1.1]heptane-6-carboxylic acid tert-butyl ester C(C)(C)(C)OC(=O)N1C2CN(CC1C2)C2=NC=C(C=C2)C=2C=1N(C=C(C2)OCCN2CCOCC2)N=CC1C#N